CS(=S(OC1=CC(=CC(=C1)C)C)(=O)C(F)(F)F)C (3,5-dimethylphenyl) dimethylthiotriflate